7-Fluoro-N5-(3-fluorophenyl)-N5-methyl-[1,2,4]triazolo[4,3-a]quinazoline-5,8-diamine FC=1C=C2C(=NC=3N(C2=CC1N)C=NN3)N(C)C3=CC(=CC=C3)F